3-(1'-(3-(1-methyl-1H-pyrazol-4-yl)benzyl)-6-oxo-6,8-dihydro-2H,7H-spiro[furo[2,3-e]isoindole-3,4'-piperidin]-7-yl)piperidine-2,6-dione CN1N=CC(=C1)C=1C=C(CN2CCC3(CC2)COC2=C4CN(C(C4=CC=C23)=O)C2C(NC(CC2)=O)=O)C=CC1